1-Methyl-2-oxo-4-{(4S)-4-[4-(propan-2-yl)phenyl]azepan-1-yl}-1,2-dihydroquinoline-3-carbonitrile CN1C(C(=C(C2=CC=CC=C12)N1CC[C@H](CCC1)C1=CC=C(C=C1)C(C)C)C#N)=O